COC1=NC2=CC=CC=C2C=C1C1=CN=C(N1)[C@H](COCCCC(CC)=O)NC(=O)C1=CN=CS1 N-{(1R)-1-[5-(2-methoxyquinolin-3-yl)-1H-imidazol-2-yl]-2-[(4-oxohexyl)oxy]ethyl}-1,3-thiazole-5-carboxamide